((1s,4s)-4-((5-(3-fluoroimidazo[1,2-a]pyridin-6-yl)-7H-pyrrolo[2,3-d]pyrimidin-2-yl)amino)cyclohexyl)(pyrrolidin-1-yl)methanone FC1=CN=C2N1C=C(C=C2)C2=CNC=1N=C(N=CC12)NC1CCC(CC1)C(=O)N1CCCC1